2-methyl-4-methoxyamphetamine CC1=C(CC(N)C)C=CC(=C1)OC